isobutyric acid 3-(2-(diallylamino) ethyl)-1H-indol-7-yl ester C(C=C)N(CCC1=CNC2=C(C=CC=C12)OC(C(C)C)=O)CC=C